(1S,4S)-N-(4-Bromophenyl)-5-methyl-2,5-diazabicyclo[2.2.1]heptane-2-carboxamide BrC1=CC=C(C=C1)NC(=O)N1[C@@H]2CN([C@H](C1)C2)C